C(CCCCCCCCC=C)C(=O)[C@H](O)[C@@H](O)[C@H](O)[C@H](O)CO undecylenyl-glucose